FC(C(=O)N1CC2(C(NC=3C2=NC=CC3)=O)CC1)=C 1-(2-Fluoroacryl)spiro[pyrrolidine-3,3'-pyrrolo[3,2-b]pyridin]-2'(1'H)-one